3-propoxy-N,N-dipentylpropanamide C(CC)OCCC(=O)N(CCCCC)CCCCC